ClC1=C(C(=CC=C1)Cl)N1C=2N(C3=C(C1=O)C=NC(=N3)NC3=CC(=C(C=C3)C3(CCN(CC3)C)OC)C)CCN2 6-(2,6-dichlorophenyl)-2-((4-(4-methoxy-1-methylpiperidin-4-yl)-3-methylphenyl)amino)-8,9-dihydroimidazo[1,2-a]pyrimido[5,4-e]pyrimidin-5(6H)-one